acrylic acid isooctanoate C(CCCCC(C)C)(=O)O.C(C=C)(=O)O